(S)-1-(3,5-Dichloro-2-fluoro-4-pyridyl)ethanol ClC=1C(=NC=C(C1[C@H](C)O)Cl)F